COC(C(COC=1C=C2CC(CC2=C(C1)F)C=O)NC(=O)OC(C)(C)C)=O.C(C)N(CCC[Si](OCC)(OCC)OCC)CC 3-diethylaminopropyl-(triethoxy)silane methyl-3-[(7-fluoro-2-formyl-2,3-dihydro-1H-inden-5-yl)oxy]-2-[(2-methylpropan-2-yl)oxycarbonylamino]propanoate